3-(2,4-difluoro-phenyl)-isoxazole-5-carboxylic acid FC1=C(C=CC(=C1)F)C1=NOC(=C1)C(=O)O